sulfydryl-copper S[Cu]